OCCNCC1=CC(=C2CNC(C2=C1)=O)C(F)(F)F 6-(((2-hydroxyethyl)amino)methyl)-4-(trifluoromethyl)isoindolin-1-one